ClC=1C=C(C=C(C1C1CC1)C1=C(C=2N=C(N=C(C2C=N1)N([C@@H]1[C@@H](NCC1)C)C)OC[C@]12CCCN2C[C@@H](C1)F)F)O 3-chloro-4-cyclopropyl-5-(8-fluoro-2-(((2R,7aS)-2-fluorotetrahydro-1H-pyrrolizin-7a(5H)-yl)methoxy)-4-(methyl(cis-2-methylpyrrolidin-3-yl)amino)pyrido[4,3-d]pyrimidin-7-yl)phenol